[N+](=O)([O-])C1=CC=C(COC(=O)C=2N3C(C(C3CC2)[C@@H](C)NC(CN2N=NN=C2C(F)(F)F)=O)=O)C=C1 7-oxo-6-((R)-1-(2-(5-(trifluoromethyl)-1H-tetrazol-1-yl)acetamido)ethyl)-1-azabicyclo[3.2.0]hept-2-ene-2-carboxylic acid 4-nitrobenzyl ester